COC(C=1C(C(=O)OC)=C(C=CC1)NC1=C(C=C2CCC(N(C2=C1)C)=O)C=1C=NN(C1)C1CC1)=O 3-((6-(1-Cyclopropyl-1H-pyrazol-4-yl)-1-methyl-2-oxo-1,2,3,4-tetrahydroquinolin-7-yl)amino)phthalic acid dimethyl ester